C(CCCCC)P([O-])=O.[Fe+2].C(CCCCC)P([O-])=O iron (hexyl phosphinate)